(S)-N-(1-(3,4-dichlorophenyl)-2-(dimethylamino)ethyl)-6-(trifluoromethoxy)pyridine-3-sulfonamide ClC=1C=C(C=CC1Cl)[C@@H](CN(C)C)NS(=O)(=O)C=1C=NC(=CC1)OC(F)(F)F